C1(=CC=C(C=C1)C1=NC(=NC(=N1)C1=CC=CC=C1)C1=C(C=CC=C1)B(O)O)C1=CC=CC=C1 (4-([1,1'-biphenyl]-4-yl)-6-phenyl-1,3,5-triazin-2-yl)phenylboronic acid